N1(CCC1)CCOC1=CC=2N(C=C1)C(=CN2)C2=CC(=NC=N2)NCC2=CC=C(C=C2)C2=NN(N=C2)C 6-{7-[2-(azetidin-1-yl)ethoxy]imidazo[1,2-a]pyridin-3-yl}-N-{[4-(2-methyl-2H-1,2,3-triazol-4-yl)phenyl]methyl}pyrimidin-4-amine